4-(ethylsulfanyl)-1-methyl-3-(7-(trifluoromethyl)-[1,2,4]triazolo[1,5-c]pyrimidin-2-yl)-1H-pyrazol-5-amine C(C)SC=1C(=NN(C1N)C)C1=NN2C=NC(=CC2=N1)C(F)(F)F